ClC1=NC=C2NC(N(C2=N1)C1CC2C(COC2)C1)=O 2-chloro-9-(hexahydro-1H-cyclopenta[c]furan-5-yl)-7,9-dihydro-8H-purin-8-one